NC1=NC=CC=C1C1=NC=2C(=NC(=C(C2)C#N)C)N1C1=CC=C(C=C1)CN1CCC(CC1)NC1=NC(=NC=C1)C#N 2-(2-Aminopyridin-3-yl)-3-(4-((4-((2-cyanopyrimidin-4-yl)amino)piperidin-1-yl)methyl)phenyl)-5-methyl-3H-imidazo[4,5-b]pyridine-6-carbonitrile